C(C1=CC=CC=C1)OC[C@@H](C(=O)OC)O[Si](C)(C)C(C)(C)C Methyl (S)-3-(benzyloxy)-2-((tert-butyldimethylsilyl)oxy)propanoate